Cl.FC=1C=C(C=C(C1)F)C1CC=NN1C(=O)C12CC(C1)(C2)CNN (5-(3,5-Difluorophenyl)-4,5-dihydro-1H-pyrazol-1-yl)(3-(hydrazinomethyl)bicyclo[1.1.1]pent-1-yl)methanone hydrochloride